C(CCCCCCC)CCCCCCF 6-octylfluorohexane